[Si](C1=CC=CC=C1)(C1=CC=CC=C1)(C(C)(C)C)O[C@@H]1[C@](COC1)(C#N)N1CCN(CC1)C(=O)OC(C)(C)C Tert-butyl 4-((3R,4R)-4-((tert-butyldiphenylsilyl)oxy)-3-cyanotetrahydrofuran-3-yl)piperazine-1-carboxylate